5-fluoro-2-(1-(2-fluorobenzyl)-5-(isoxazol-3-yl)-1H-pyrazol-3-yl)-pyrimidin-4-ol FC=1C(=NC(=NC1)C1=NN(C(=C1)C1=NOC=C1)CC1=C(C=CC=C1)F)O